(S)-(7,8-dimethoxy-5-methyl-4-oxo-2,3,4,5-tetrahydro-benzo[b][1,4]oxazepin-3-yl)carbamic acid COC1=CC2=C(OC[C@@H](C(N2C)=O)NC(O)=O)C=C1OC